FC1=C(C=CC(=N1)C(=O)N[C@@H]1[C@@H](C1)F)N1CCNCC1 6-fluoro-N-((1S,2R)-2-fluorocyclopropyl)-5-(piperazin-1-yl)pyridinecarboxamide